FC(C(C1=CC=C(C=C1)F)NS(=O)(=O)C1=CN=C2N1C=CC=N2)(F)F N-(2,2,2-trifluoro-1-(4-fluorophenyl)ethyl)imidazo[1,2-a]pyrimidine-3-sulfonamide